C(N)(=O)[C@@H]1C[C@@]2(CN1C(=O)OC(C)(C)C)C(NC1=C(O2)C=C(C=C1)S(=O)(=O)C)=O t-butyl (2R,5'S)-5'-carbamoyl-7-(methylsulfonyl)-3-oxo-3,4-dihydrospiro[benzo[b][1,4]oxazine-2,3'-pyrrolidine]-1'-carboxylate